3-(2-chloro-4'-((1-methyl-1H-pyrazol-3-yl)methoxy)-[1,1'-biphenyl]-3-yl)piperidine-2,6-dione ClC1=C(C=CC=C1C1C(NC(CC1)=O)=O)C1=CC=C(C=C1)OCC1=NN(C=C1)C